5-(1-methyl-1H-pyrazol-4-yl)-3-(2-(4-methylpiperazin-1-yl)pyridin-4-yl)-1H-pyrrolo[2,3-b]pyridine CN1N=CC(=C1)C=1C=C2C(=NC1)NC=C2C2=CC(=NC=C2)N2CCN(CC2)C